COC1CCC(CC1)CN1[C@@H]([C@H]([C@@H]([C@H](C1)O)O)O)C (2R,3R,4R,5S)-1-(((1R,4R)-4-methoxycyclohexyl)methyl)-2-methylpiperidine-3,4,5-triol